[W].[Tb] terbium-tungsten